BrC=1C=C2CC(N(C2=CC1)CC(=O)NCCCC(=O)O)=O 4-(2-(5-bromo-2-oxoindolin-1-yl)acetamido)butanoic acid